(S)-6-(1-(2-methoxyethyl)-1H-pyrazol-4-yl)-N-(2-methyl-5-((2-(2-methylpyrrolidin-1-yl)ethyl)carbamoyl)phenyl)pyrazolo[1,5-a]pyrazine-3-carboxamide COCCN1N=CC(=C1)C=1N=CC=2N(C1)N=CC2C(=O)NC2=C(C=CC(=C2)C(NCCN2[C@H](CCC2)C)=O)C